(R)-4-toluenesulfonyl-2-(trifluoromethyl)-1,4-oxazepan C(C1=CC=CC=C1)S(=O)(=O)N1C[C@@H](OCCC1)C(F)(F)F